cis-3-[[2-[(3-Nitrobenzoyl)amino]-1-oxopropyl]amino]cyclobutanecarboxylic acid [N+](=O)([O-])C=1C=C(C(=O)NC(C(=O)N[C@H]2C[C@H](C2)C(=O)O)C)C=CC1